C(C)(C)N=S1(CCC(CC1)C=NO)=O 1-(isopropylimino)hexahydro-1lambda6-Thiopyran-4-carbaldehyde oxime 1-oxide